ethyl-(S)-2-(2-hydroxyethylidene)-5-oxotetrahydro-1H-pyrrolizine C(C)[C@H]1C(CN2C(CCC12)=O)=CCO